NC1=C2N=CN(C2=NC=N1)[C@H]1C=C[C@H](C1)OCP([O-])([O-])=O.[NH4+].[NH4+] Ammonium ((((1S,4R)-4-(6-amino-9H-purin-9-yl)cyclopent-2-en-1-yl)oxy)methyl)phosphonate